N1(CCOCC1)C1=NN2C(C=CC=C2)=N1 (morpholin-4-yl)-[1,2,4]triazolo[1,5-a]pyridin